4-((R)-7-(4-Chloro-3-(trifluoromethyl)benzoyl)-2-((S*)-1-hydroxy-2-methyl-propyl)-6-methyl-4-oxo-5,6,7,8-tetrahydropyrido[3,4-d]pyrimidin-3(4H)-yl)-N-methylbenzamide ClC1=C(C=C(C(=O)N2CC=3N=C(N(C(C3C[C@H]2C)=O)C2=CC=C(C(=O)NC)C=C2)[C@H](C(C)C)O)C=C1)C(F)(F)F |o1:29|